C(C)N1C=CC2=CC(=CC=C12)N1CCC(C2=C(C(=C(C=C12)OC)OC)OC)=O (1-ethyl-1H-indol-5-yl)-5,6,7-trimethoxy-2,3-dihydro-quinolin-4(1H)-one